OC(CNC(CC1CN(C1)C(CC1=C(C=C(C=C1)OCCCC1CCN(CC1)C1=NC=C(C=N1)OCC)F)=O)=O)(CO)CO N-[2,3-dihydroxy-2-(hydroxymethyl)propyl]-2-[1-[2-[4-[3-[1-(5-ethoxypyrimidin-2-yl)-4-piperidyl]propoxy]-2-fluoro-phenyl]acetyl]azetidin-3-yl]acetamide